[16,16,16-2H3]-hexadecanoic acid C(CCCCCCCCCCCCCCC([2H])([2H])[2H])(=O)O